1-([2,4'-bipyridine]-3-carbonyl)-4-(2,5-difluorobenzyl)piperidine N1=C(C(=CC=C1)C(=O)N1CCC(CC1)CC1=C(C=CC(=C1)F)F)C1=CC=NC=C1